C(N)(=O)C1=NC(=NC2=CC=C(C=C12)N1CCN(CC1)C(=O)OC(C)(C)C)C1=CC2=CN(N=C2C(=C1OCOC)F)C tert-butyl 4-{4-carbamoyl-2-[7-fluoro-6-(methoxymethoxy)-2-methylindazol-5-yl]quinazolin-6-yl}piperazine-1-carboxylate